N-[2-chloro-4-(3-chlorophenoxy)-5-sulfamoylphenyl]-2-(2-chlorophenyl)acetamide ClC1=C(C=C(C(=C1)OC1=CC(=CC=C1)Cl)S(N)(=O)=O)NC(CC1=C(C=CC=C1)Cl)=O